1-(4-((6-((5-methylthiazol-2-yl)amino)-4-(morpholinomethyl)pyridin-2-yl)amino)piperidin-1-yl)but-2-yn-1-one CC1=CN=C(S1)NC1=CC(=CC(=N1)NC1CCN(CC1)C(C#CC)=O)CN1CCOCC1